tert-butyl (3S,4S)-3-[8-fluoro-6-(8-fluoro-2-methyl-imidazo[1,2-a]pyridin-6-yl)-1-oxo-2-isoquinolyl]-4-methyl-pyrrolidine-1-carboxylate FC=1C=C(C=C2C=CN(C(C12)=O)[C@@H]1CN(C[C@@H]1C)C(=O)OC(C)(C)C)C=1C=C(C=2N(C1)C=C(N2)C)F